The molecule is a UDP-amino sugar having 2-acetamido-2-deoxy-3-dehydro-alpha-D-glucopyranose as the amino sugar component. It derives from an UDP-D-glucosamine. It is a conjugate acid of an UDP-2-acetamido-2-deoxy-3-dehydro-alpha-D-glucopyranose(2-). CC(=O)N[C@H]1[C@H](O[C@@H]([C@H](C1=O)O)CO)OP(=O)(O)OP(=O)(O)OC[C@@H]2[C@H]([C@H]([C@@H](O2)N3C=CC(=O)NC3=O)O)O